FC1(CN[C@H]2[C@@H]1N(OC2)C[C@@](C(=O)OCC=C)(C)O)F |o1:4,5,10| (R*)-allyl 3-((3aS*,6aS*)-6,6-difluorohexahydro-1H-pyrrolo[3,2-c]isoxazol-1-yl)-2-hydroxy-2-methylpropanoate